C(C=C)N1N(C2=NC(=NC=C2C1=O)NC=1C=C2N=CC=NC2=CC1)C1=NC(=CC=C1)OC1CCN(CC1)C 2-allyl-1-[6-(1-methyl-4-piperidyloxy)-2-pyridyl]-6-(6-quinoxalinylamino)-1,2-dihydro-3H-1,2,5,7-tetraazainden-3-one